(3S)-4-tert-Butoxycarbonylmorpholine-3-carboxylic acid C(C)(C)(C)OC(=O)N1[C@@H](COCC1)C(=O)O